(S)-N-(4-(3-aminopyrrolidin-1-yl)-5-(1-(2,2,2-trifluoroethyl)-1H-pyrazol-4-yl)pyridin-2-yl)-1-isopropyl-1H-pyrazolo[3,4-b]pyridin-6-amine N[C@@H]1CN(CC1)C1=CC(=NC=C1C=1C=NN(C1)CC(F)(F)F)NC1=CC=C2C(=N1)N(N=C2)C(C)C